S1N=C(C=C1)C1=C2C=CC(=NC2=CC=C1)C(=O)OC methyl 5-(1,2-thiazol-3-yl)quinoline-2-carboxylate